C(C)C=1N=C(C2=C(N1)SC(=C2)C)NCCCO 3-({2-ethyl-6-methylthieno[2,3-d]pyrimidin-4-yl}amino)propan-1-ol